NCCCCCC(=O)NCCCCCC(=O)O N-(6-aminohexanoyl)-6-aminohexanoic acid